N1=C(C=CC=C1)C=NO 2-pyridineformaldoxime